((trifluoromethyl)thio)quinazolin FC(SC1=NC2=CC=CC=C2C=N1)(F)F